C1=CC=CC=2C3=CC=CC=C3C(C12)COC(=O)N([C@H](C(=O)O)CC=1C=NC=CC1)C (2S)-2-[[(9H-fluoren-9-ylmethoxy)carbonyl](methyl)amino]-3-(pyridin-3-yl)propanoic acid